5-BROMO-2-OXOINDOLINE-3-CARBALDEHYDE BrC=1C=C2C(C(NC2=CC1)=O)C=O